8-(1-hydroxyethyl)-6-methyl-2-(morpholin-4-yl)-3,4-dihydroquinazolin-4-one OC(C)C=1C=C(C=C2C(NC(=NC12)N1CCOCC1)=O)C